(1S,2S)-N-methyl-2-(3-(4-hydroxylphenyl)-cyclopropanecarboxamido)morphinan, hydrochloride Cl.CN1[C@H]2[C@@H]3CCCC[C@@]3(C=3C=CC(=CC3C2)NC(=O)[C@H]2CC2C2=CC=C(C=C2)O)CC1